(S)-5-chloro-4-(1-(2-chlorophenyl)ethoxy)-2-fluoro-N-(thiazol-2-yl)benzenesulfonamide ClC=1C(=CC(=C(C1)S(=O)(=O)NC=1SC=CN1)F)O[C@@H](C)C1=C(C=CC=C1)Cl